3-((S)-3-((S)-8-(4'-(1-aminocyclopropyl)-6-methoxybiphenyl-3-ylsulfonyl)-1-oxa-8-azaspiro[4.5]dec-3-ylamino)-2-hydroxypropoxy)-N-methylbenzenesulfonamide NC1(CC1)C1=CC=C(C=C1)C1=CC(=CC=C1OC)S(=O)(=O)N1CCC2(C[C@@H](CO2)NC[C@@H](COC=2C=C(C=CC2)S(=O)(=O)NC)O)CC1